C(CCCCCCC)C(CCCCCCCC)OC(CCCCCCC(=O)O)=O 8-(1-octylnonyloxy)-8-oxo-octanoic acid